methyl 2-(4(3H)-quinazolinyl)-4-bromobenzoate N=1CNC(=C2C=CC=CC12)C1=C(C(=O)OC)C=CC(=C1)Br